O1C(=CC(=O)C=2C(O)=CC(O)=CC12)C1=CC=C(O)C=C1 (+-)-apigenin